(R)-4-((1-(3-(difluoromethyl)-2-fluorophenyl)ethyl)amino)-6-(1-(fluoromethyl)cyclopropyl)-8-hydroxy-2-methylpyrido[4,3-d]pyrimidine-7(6H)-one FC(C=1C(=C(C=CC1)[C@@H](C)NC=1C=2C(N=C(N1)C)=C(C(N(C2)C2(CC2)CF)=O)O)F)F